FC=1C=C(C=C(C1)F)[C@H]1[C@@H](CN(C1)CCOC)NC(=O)NC1=CC(=NN1C)C=1C=NC=CC1 1-((3s,4r)-4-(3,5-difluorophenyl)-1-(2-methoxyethyl)pyrrolidin-3-yl)-3-(1-methyl-3-(pyridin-3-yl)-1H-pyrazol-5-yl)urea